CC1N(CCOC1)C1=CC=C(C=N1)C1=NN2C(N=CC=C2)=C1C(=O)N[C@@H]1C(NC2=C(C(=N1)C1=CC=CC=C1)C=CC=C2)=O 2-[6-(3-Methylmorpholin-4-yl)pyridin-3-yl]-N-[(3S)-2-oxo-5-phenyl-1,3-dihydro-1,4-benzodiazepin-3-yl]pyrazolo[1,5-a]-pyrimidine-3-carboxamide